tert-butyl N-{2-fluoro-4-[(5,6,7,8-tetrahydro-2,6-naphthyridin-3-yl)amino]phenyl}-N-[2-(morpholin-4-yl)ethyl]carbamate FC1=C(C=CC(=C1)NC=1N=CC=2CCNCC2C1)N(C(OC(C)(C)C)=O)CCN1CCOCC1